N-(3-{[(2R,4R)-6-chloro-4-hydroxy-3,4-dihydro-2H-1-benzopyran-2-carbonyl]amino}bicyclo[1.1.1]pentan-1-yl)-2-[1-(2,2,2-trifluoroethyl)azetidin-3-yl]-1,3-oxazole-5-carboxamide ClC=1C=CC2=C([C@@H](C[C@@H](O2)C(=O)NC23CC(C2)(C3)NC(=O)C3=CN=C(O3)C3CN(C3)CC(F)(F)F)O)C1